tris[4-(2,3-epoxypropoxy)phenyl]methane C(C1CO1)OC1=CC=C(C=C1)C(C1=CC=C(C=C1)OCC1CO1)C1=CC=C(C=C1)OCC1CO1